OCC(C(=O)N1CC(C1)OC1=NC(=C(C2=CC3=C(C=C12)NN=C3)C3=CC(=NC=C3)C)C3CCOCC3)C 3-hydroxy-2-methyl-1-[3-[[5-(2-methyl-4-pyridinyl)-6-tetrahydropyran-4-yl-1H-pyrazolo[4,3-g]isoquinolin-8-yl]oxy]azetidin-1-yl]propan-1-one